N-(3-aminopropyl)-3-(5-(3-nitrophenyl)-1H-imidazol-2-yl)-1H-indazole-5-carboxamide NCCCNC(=O)C=1C=C2C(=NNC2=CC1)C=1NC(=CN1)C1=CC(=CC=C1)[N+](=O)[O-]